C(C)(C)(C)OC(=O)N1N=CC(=C1)C1=C(C=CC=C1)NC(C(CNC(=O)OC(C)(C)C)N=[N+]=[N-])=O 4-(2-(2-azido-3-((tert-butoxycarbonyl)amino)propanamido)phenyl)-1H-pyrazole-1-carboxylic acid tert-butyl ester